FC(C1=NN=C(O1)C=1C=CC(=NC1)CN1C(N(C2=C1C=C(C(=C2)N2CCN(CC2)C(CO)=O)F)C)=O)F 1-((5-(5-(difluoromethyl)-1,3,4-oxadiazole-2-yl)pyridine-2-yl)methyl)-6-fluoro-5-(4-(2-hydroxyacetyl)piperazine-1-yl)-3-methyl-1,3-dihydro-2H-benzo[d]imidazole-2-one